2-(2-((2-(1-butyl-1H-benzo[d]imidazol-2-yl)ethyl)amino)ethyl)-N-((4-methylpyridin-2-yl)methyl)oxazole-4-carboxamide C(CCC)N1C(=NC2=C1C=CC=C2)CCNCCC=2OC=C(N2)C(=O)NCC2=NC=CC(=C2)C